COC1=NC(=CC(=C1)C1=CC=NC=C1)C methoxy-6-methyl-[4,4'-bipyridine]